tert-butyl 1-{1-[(tert-butoxy)carbonyl]-1H-1,2,3-benzotriazol-5-yl}-2,4-dioxo-1,3,8-triazaspiro[4.5]decane-8-carboxylate C(C)(C)(C)OC(=O)N1N=NC2=C1C=CC(=C2)N2C(NC(C21CCN(CC1)C(=O)OC(C)(C)C)=O)=O